CC(C#C)OS(=O)(=O)C1=CC=C(C=C1)C.C(CCCCCCCCCCCCCCCCC)[N+](CCO)(CC)CCCCCCCCCCCCCCCCCC distearylethyl-hydroxyethyl-ammonium but-3-yn-2-yl-4-methylbenzenesulfonate